(Z)-3-Fluoro-4-(2-methoxyphenylsulfonyl)but-2-en-1-amin F\C(=C/CN)\CS(=O)(=O)C1=C(C=CC=C1)OC